[C@H]12CN(C[C@H](CC1)N2)C2=NC(=NC1=C(C(=CC=C21)C2=CC(=CC1=CC=CC=C21)O)F)N2CC(C2)(O)C2CC2 1-(4-((1R,5S)-3,8-diazabicyclo[3.2.1]octan-3-yl)-8-fluoro-7-(3-hydroxynaphthalen-1-yl)quinazolin-2-yl)-3-cyclopropylazetidin-3-ol